azido-4-methylcoumarin-3-acetate N(=[N+]=[N-])C1=C2C(=C(C(OC2=CC=C1)=O)CC(=O)[O-])C